(R)-8-[6-[(2,3-dichlorophenyl)thio]-5-methyl-3-pyridinyl]-8-azaspiro[4.5]decan-1-amine ClC1=C(C=CC=C1Cl)SC1=C(C=C(C=N1)N1CCC2(CCC[C@H]2N)CC1)C